Propane-1,2,3-triyltri(3-hydroxybutyrate) C(C(CC(C(=O)[O-])C(C)O)C(C(=O)[O-])C(C)O)C(C(=O)[O-])C(C)O